Calcium bicarbonat C([O-])(O)=O.[Ca+2].C([O-])(O)=O